FC1=C(COC2=CC=C(C=C2)CCCC=O)C=CC=C1 4-(4-((2-fluorobenzyl)oxy)Phenyl)butyraldehyde